C(C1CO1)OCC1=C(C=C)C(=CC=C1)COCC1CO1 2,6-diglycidyloxymethylstyrene